SC(C(=O)NCC(=O)O)C N-(2-Mercaptopropionyl)glycine